CC(C[C@@H](C(=O)O)NC)C (2S)-4-Methyl-2-(methylamino)pentanoic acid